di-tert-butyl ((2S)-1-amino-6-methylheptane-2,5-diyl)dicarbamate NC[C@H](CCC(C(C)C)NC(OC(C)(C)C)=O)NC(OC(C)(C)C)=O